3-(octylsilyl)benzenesulfonamide C(CCCCCCC)[SiH2]C=1C=C(C=CC1)S(=O)(=O)N